ClC1=C(C=CC=C1C1=CC2=C(N=C(N=C2)NC2COC2)N2C1=NCC2)NC(=O)C2=NC=CC(=C2)C(C)(C)C#N N-(2-chloro-3-(2-(oxetan-3-ylamino)-8,9-dihydroimidazo[1',2':1,6]pyrido[2,3-d]pyrimidin-6-yl)phenyl)-4-(2-cyanoprop-2-yl)pyridineamide